(4-(2-(1,4-dimethyl-1H-pyrazol-5-yl)-5-fluoropyridin-4-yl)piperazin-1-yl)(5-(4-methylthiazol-2-yl)-4,5-dihydro-1H-pyrazol-1-yl)methanone CN1N=CC(=C1C1=NC=C(C(=C1)N1CCN(CC1)C(=O)N1N=CCC1C=1SC=C(N1)C)F)C